FC=1C=C(C2=C(OCCO2)C1)NC1=NC=2N(C(=C1)NC)N=CC2C(=O)NN[C@@H]2C[C@H](C2)F Trans-5-((7-fluoro-2,3-dihydrobenzo[b][1,4]dioxin-5-yl)amino)-N'-((1r,3r)-3-fluorocyclobutyl)-7-(methylamino)pyrazolo[1,5-a]pyrimidine-3-carbohydrazide